2-(4-(tertiary butyl)phenyl)cyclopentane C(C)(C)(C)C1=CC=C(C=C1)C1CCCC1